N-(5,6-Dimethoxy-benzothiazol-2-yl)-2-(4-ethanesulfonyl-phenyl)-2-(4-ethyl-phenoxy)-acetamide COC=1C(=CC2=C(N=C(S2)NC(C(OC2=CC=C(C=C2)CC)C2=CC=C(C=C2)S(=O)(=O)CC)=O)C1)OC